4-(1,1-difluoro-4-phenylbut-1-en-2-yl)-1,1'-biphenyl FC(=C(CCC1=CC=CC=C1)C1=CC=C(C=C1)C1=CC=CC=C1)F